Tert-butyl 2-oxo-1-((1s,3s)-3-(piperidin-1-yl)cyclobutyl)-6-(4,4,5,5-tetramethyl-1,3,2-dioxaborolan-2-yl)spiro[indoline-3,4'-piperidine]-1'-carboxylate O=C1N(C2=CC(=CC=C2C12CCN(CC2)C(=O)OC(C)(C)C)B2OC(C(O2)(C)C)(C)C)C2CC(C2)N2CCCCC2